Cl.N1CC(CC1)C1=NNC=C1 3-(pyrrolidin-3-yl)-1H-pyrazole hydrochloride